spiro[cyclopropane-1,1'-isoindoline] C12(NCC3=CC=CC=C13)CC2